N1CCC(CC1)CN1CCN(CC1)C=1C=CC(=NC1)NC=1N=CC2=C(N1)NC(C=C2)=O (5-(4-(piperidin-4-ylmethyl)piperazin-1-yl)pyridin-2-yl-amino)pyrido[2,3-d]pyrimidin-7(8H)-one